4-[(1-oxo-1,2,3,4-tetrahydroisoquinolin-5-yl)amino]-2-{[4-(2,2,2-trifluoroethyl)phenyl]-amino}pyrimidine-5-carboxamide O=C1NCCC2=C(C=CC=C12)NC1=NC(=NC=C1C(=O)N)NC1=CC=C(C=C1)CC(F)(F)F